[(2S)-2-acetoxy-2-[(2R,3R,4R,5R)-3,4-diacetoxy-5-[2-(2-methylpropanoylamino)-6-oxo-1H-purin-9-yl]tetrahydrofuran-2-yl]ethyl] acetate C(C)(=O)OC[C@@H]([C@H]1O[C@H]([C@@H]([C@@H]1OC(C)=O)OC(C)=O)N1C=2N=C(NC(C2N=C1)=O)NC(C(C)C)=O)OC(C)=O